benzo[e][1,2,3]oxathiazine 2,2-dioxide O1S(N=CC2=C1C=CC=C2)(=O)=O